3-(methoxymethyl)-6-methylisoindolin-1-one COCC1NC(C2=CC(=CC=C12)C)=O